N1C=CC2=C(C=CC=C12)C=1N=C(C2=C(N1)C(=CS2)CN2CC(CC2)O)N2[C@@H](COCC2)C ((2-(1H-indol-4-yl)-4-((R)-3-methylmorpholino)thieno[3,2-d]pyrimidin-7-yl)methyl)pyrrolidin-3-ol